7-(2-methoxybenzenesulfonyl)-N-(4-(2-(pyrrolidinyl)ethoxy)phenyl)-2-amino-7H-pyrrolo[2,3-d]pyrimidine COC1=C(C=CC=C1)S(=O)(=O)N1C=CC2=C1N(C(N=C2)N)C2=CC=C(C=C2)OCCN2CCCC2